1-(azetidin-3-yl)-5-methoxy-1H-indole N1CC(C1)N1C=CC2=CC(=CC=C12)OC